thioglycolic acid hydrochloride Cl.C(CS)(=O)O